(2-((2-methyldec-1-en-1-yl)oxy)ethyl)benzene tert-Butyl-(2R,4R)-4-((tert-butyldiphenylsilyl)oxy)-2-((S)-1-hydroxyethyl)pyrrolidin-1-carboxylate C(C)(C)(C)OC(=O)N1[C@H](C[C@H](C1)O[Si](C1=CC=CC=C1)(C1=CC=CC=C1)C(C)(C)C)[C@H](C)O.CC(=COCCC1=CC=CC=C1)CCCCCCCC